OC1=C(C=CC2=C1CCO2)C2=C(N=C(N=N2)N[C@H]2CN(CCC2)C(=O)OC(C)(C)C)C tert-Butyl (R)-3-((6-(4-hydroxy-2,3-dihydrobenzofuran-5-yl)-5-methyl-1,2,4-triazin-3-yl)amino)piperidine-1-carboxylate